N-(2-(4-((4-(1H-indol-3-yl)-1H-1,2,3-triazol-1-yl)methyl)piperidin-1-yl)ethyl)-4-chlorobenzenesulfonamide N1C=C(C2=CC=CC=C12)C=1N=NN(C1)CC1CCN(CC1)CCNS(=O)(=O)C1=CC=C(C=C1)Cl